(R/S)-1-(3,3-difluoro-1-methylpiperidin-4-yl)-8-(6-(3-(dimethylamino)azetidin-1-yl)pyridin-3-yl)-3-methyl-1,3-dihydro-2H-imidazo[4,5-c]quinolin-2-one FC1(CN(CC[C@H]1N1C(N(C=2C=NC=3C=CC(=CC3C21)C=2C=NC(=CC2)N2CC(C2)N(C)C)C)=O)C)F |r|